(R)-5-(8-methoxy-[1,2,4]triazolo[1,5-a]pyridin-6-yl)-1-(1-(2-methoxyethyl)piperidin-3-yl)-6-methyl-1,3-dihydro-2H-benzo[d]imidazol-2-one COC=1C=2N(C=C(C1)C1=CC3=C(N(C(N3)=O)[C@H]3CN(CCC3)CCOC)C=C1C)N=CN2